O1C2=C(OCC1)C=C(C=C2)NC(C2=CC(=CC=C2)S(=O)(=O)N2C(CC1=CC=CC=C21)C)=O N-(2,3-dihydrobenzo[b][1,4]dioxin-6-yl)-3-((2-methylindolin-1-yl)sulfonyl)benzamide